(1R,2S,5R)-1-Amino-5-(2-boronoethyl)-2-(((S)-2-((tert-butoxycarbonyl)amino)pentanamido)methyl)cyclohexane-1-carboxylic acid N[C@]1([C@@H](CC[C@H](C1)CCB(O)O)CNC([C@H](CCC)NC(=O)OC(C)(C)C)=O)C(=O)O